C1(=CC(=CC=C1)C[C@@H]1N(CC[C@@H]1NS(=O)(=O)C)C(CCC)=O)C1=CC=CC=C1 N-(cis-2-(biphenyl-3-ylmethyl)-1-butyrylpyrrolidin-3-yl)methanesulfonamide